[N-](S(=O)(=O)C(F)(F)F)S(=O)(=O)C(F)(F)F.C(C1=CC=CC=C1)N1CN(C=C1)C 1-benzyl-3-methylimidazole BIS[(trifluoromethyl)sulfonyl]imide salt